(E)-4-methyl-5-(4-phenylbut-2-enoyl)thieno[2,3-b]pyridin-6(7H)-one CC=1C2=C(NC(C1C(\C=C\CC1=CC=CC=C1)=O)=O)SC=C2